tert-butyl 3-(6-(1-methyl-1H-pyrazol-4-yl)pyrrolo[2,1-f][1,2,4]triazin-4-yl)-3,8-diazabicyclo[3.2.1]octane-8-carboxylate CN1N=CC(=C1)C=1C=C2C(=NC=NN2C1)N1CC2CCC(C1)N2C(=O)OC(C)(C)C